(E)-4-(9-(3-chlorophenyl)-8-methyl-6-(2-(3-methylbenzylidene)hydrazinyl)-9H-purin-2-yl)morpholine ClC=1C=C(C=CC1)N1C2=NC(=NC(=C2N=C1C)N/N=C/C1=CC(=CC=C1)C)N1CCOCC1